OC1C(C(OC1CO)OC)CC(=O)[O-] 4-hydroxyl-5-hydroxymethyl-2-methoxy-tetrahydrofuran-3-acetate